(R)-5-(3-(2-fluoroethyl)-2-methyl-3H-imidazo[4,5-b]pyridin-5-yl)-N-(1,1,1-trifluoropropan-2-yl)pyrrolo[2,1-f][1,2,4]triazin-2-amine FCCN1C(=NC=2C1=NC(=CC2)C=2C=CN1N=C(N=CC12)N[C@@H](C(F)(F)F)C)C